6,7-dimethoxy-N-[(1-methylazetidin-3-yl)methyl]-1H,2H,3H-cyclopenta[b]quinolin-9-amine COC=1C(=CC=2C(=C3C(=NC2C1)CCC3)NCC3CN(C3)C)OC